OCCCP(CCCO)(CCCO)=O tris(3-hydroxypropyl)phosphin oxide